(2R,4aS,4bR,6aS,11aS,11bR,13aR)-2-hydroxy-2,6a-dimethyloctadecahydro-7H-cyclohepta[a]phenanthren-7-one O[C@@]1(CC[C@@H]2[C@H]3CC[C@]4([C@H]([C@@H]3CC[C@@H]2C1)CCCCC4=O)C)C